tert-butyl (5-(6-methyl-1,2,4,5-tetrazin-3-yl)-2-(trifluoromethyl)benzyl)carbamate CC1=NN=C(N=N1)C=1C=CC(=C(CNC(OC(C)(C)C)=O)C1)C(F)(F)F